(1S,3S)-3-((5-(5-(bromomethyl)-1-methyl-1H-1,2,3-triazol-4-yl)pyrazin-2-yl)oxy)cyclohexane-1-carboxylic acid isopropyl ester C(C)(C)OC(=O)[C@@H]1C[C@H](CCC1)OC1=NC=C(N=C1)C=1N=NN(C1CBr)C